2-oxoacetate dihydrochloride Cl.Cl.O=CC(=O)O